CC(C(=O)OCC(CCl)O)=C 2-methyl-2-propenoic acid, 3-chloro-2-hydroxypropyl ester